C(#C)C1N(CCCC1)S(=O)(=O)C Ethynyl-1-methanesulfonyl-piperidine